ClC1(CC1)C(C)=O (1-chlorocyclopropyl)ethanone